FC(C1=CC2=C(SC(=C2)C(N[C@H]2CCC[C@@H]3N(C2=O)[C@@H](CC3)C(=O)N3CC(C3)C=3C=NN(C3)C)=O)C=C1)P(O)(O)=O (fluoro(2-(((3S,6S,9aS)-3-(3-(1-methyl-1H-pyrazol-4-yl)azetidine-1-carbonyl)-5-oxooctahydro-1H-pyrrolo[1,2-a]azepin-6-yl)carbamoyl)benzo[b]thiophen-5-yl)methyl)phosphonic acid